COC([C@@H](NC(=O)OC(C)(C)C)CO)=O N-Boc-L-serine methyl ester